N=1N(N=NC1)C1=C(C=C(C=N1)NC(=O)C=1C=NN(C1C(F)(F)F)C=1C=2C3=C(C(NC3=CC1)=O)C=CC2)C(F)(F)F N-(6-(2H-tetrazol-2-yl)-5-(trifluoromethyl)pyridin-3-yl)-1-(2-oxo-1,2-dihydrobenzo[cd]indol-6-yl)-5-(trifluoromethyl)-1H-pyrazole-4-carboxamide